tert-Butyl 7-(3-(trifluoromethoxy)-5-vinylphenyl)-2-azaspiro[3.5]non-6-ene-2-carboxylate FC(OC=1C=C(C=C(C1)C=C)C1=CCC2(CN(C2)C(=O)OC(C)(C)C)CC1)(F)F